C(#N)[C@@H](C[C@@H]1C(NCCC1)=O)NC(=O)[C@@H]1N([C@H]2CC([C@@H]1CC2)(F)F)C([C@@H](NC2=C(C=CC(=C2)F)F)C)=O (1R,3R,4R)-N-((R)-1-cyano-2-((R)-2-oxopiperidin-3-yl)ethyl)-2-((2,5-difluorophenyl)-L-alanyl)-5,5-difluoro-2-azabicyclo[2.2.2]octane-3-carboxamide